[N+](=O)([O-])C1=CC=C(C=C1)N1CCC(CC1)N1CC(C1)C(C)(C)O 2-{1-[1-(4-nitrophenyl)piperidin-4-yl]azetidin-3-yl}propan-2-ol